C(C)OC(=O)C1=C(C=2C(=NC=C(C2)C(F)(F)F)N1)C 3-methyl-5-(trifluoromethyl)-1H-pyrrolo[2,3-b]pyridine-2-carboxylic acid ethyl ester